C(C=C)OC=1C(=CC(=C(OCC=2C=NC=C(C#N)C2)C1)C=O)I 5-((5-(Allyloxy)-2-formyl-4-iodophenoxy)methyl)nicotinonitrile